[Br-].[Br-].C(CCCCCCCC[N+]1=CC(=C(C=C1)C)C)[N+]1=CC(=C(C=C1)C)C 1,1'-(nonan-1,9-diyl)bis(3,4-dimethylpyridin-1-ium) dibromide